CN(C(=O)[C@@H]1CN(CC[C@H]1NC(=O)C1=NOC(=C1)C1=C(C=C(C=C1F)F)F)CC1CC1)C (3R,4R)-1-cyclopropylmethyl-4-{[5-(2,4,6-trifluoro-phenyl)-isoxazole-3-carbonyl]-amino}-piperidine-3-carboxylic acid dimethylamide